ClC=1C=C(C=C2C(=C(C=NC12)C#N)NCC(C)(C)C)N[C@H](C=1N=NN(C1)C1(CC1)C(F)(F)F)C1=CC=CC=2N(C=NC21)C (S)-8-chloro-6-(((1-methyl-1H-benzo[d]imidazol-4-yl)(1-(1-(trifluoromethyl)cyclopropyl)-1H-1,2,3-triazol-4-yl)methyl)amino)-4-(neopentylamino)quinoline-3-carbonitrile